C1(CC1)C=1C(=CC(=C(CN2CCC3(CC(N(C3)C3=CC=C(C(=O)NCCC[N+](C)(C)C)C=C3)=O)CC2)C1)OCC)C(=O)OC 3-(4-(8-(5-cyclopropyl-2-ethoxy-4-(methoxycarbonyl)benzyl)-3-oxo-2,8-diazaspiro[4.5]decan-2-yl)benzamido)-N,N,N-trimethylpropan-1-aminium